(R)-N-(2-((1,3-Dimethylazetidin-3-yl)carbamoyl)-1-methyl-1H-imidazol-5-yl)-9-methyl-6-oxo-6,7,8,9-tetrahydropyrido[3',2':4,5]pyrrolo[1,2-a]pyrazine-2-carboxamide CN1CC(C1)(C)NC(=O)C=1N(C(=CN1)NC(=O)C=1C=CC=2C=C3N([C@@H](CNC3=O)C)C2N1)C